tris(1-methylethoxy)silicon CC(C)O[Si](OC(C)C)OC(C)C